ClC1=C2C(=NC=3C=C(C(=CC13)OC)OCCC)CCC2 9-chloro-7-methoxy-6-propoxy-1H,2H,3H-cyclopenta[b]quinoline